C(C)(C)(C)[Si](OCCC=C1CCOCC1)(C)C tert-butyldimethyl(3-(tetrahydro-4H-pyran-4-ylidene)propoxy)silane